OB1OCC2=C1C(=CC(=C2)C(=O)NC(C(=O)O)CC)C(F)(F)F 2-(1-hydroxy-7-(trifluoromethyl)-1,3-dihydrobenzo[c][1,2]oxaborole-5-carboxamido)butanoic acid